C(C1=CN=CC=C1)(=O)OC=1SC=C(C1C(=O)OCC)C 3-(3-(ethoxycarbonyl)-4-methylthiophene-2-yl) nicotinate